(1R)-2-(4-{6-chloro-2-[(1-cyclopropyl-5-methyl-1H-pyrazol-4-yl)amino]quinazolin-7-yl}piperidin-1-yl)-1-(2,5-difluorophenyl)ethan-1-ol ClC=1C=C2C=NC(=NC2=CC1C1CCN(CC1)C[C@H](O)C1=C(C=CC(=C1)F)F)NC=1C=NN(C1C)C1CC1